O=C1N([C@@H]2CC[C@H](N1C2)C(NS(=O)(=O)N)=N)S(=O)(=O)[O-] (2S,5R)-7-oxo-2-(N-aminosulfonylcarbamimidoyl)-1,6-diazabicyclo[3.2.1]oct-6-ylsulfonate